C(CCC)OC1=C(C=CC=C1)C1=CN=CC(=N1)C(=O)N/N=C/C1=CC(=CC(=C1)OC)OC (E)-6-(2-butoxyphenyl)-N'-(3,5-dimethoxybenzylidene)pyrazine-2-carbohydrazide